N-methyl-N,N,N-trioctylammonium chloride [Cl-].C[N+](CCCCCCCC)(CCCCCCCC)CCCCCCCC